3-(1-Methyl-7-((1-(2-(piperazin-1-yl)acetyl)piperidin-4-yl)oxy)-1H-indazol-3-yl)-piperidine-2,6-dione CN1N=C(C2=CC=CC(=C12)OC1CCN(CC1)C(CN1CCNCC1)=O)C1C(NC(CC1)=O)=O